3-phenylpentane-1,5-diol C1(=CC=CC=C1)C(CCO)CCO